O[C@](C#CC1=CC(=C(C(=O)OC)C=C1)C)(CC)COC |o1:1| Methyl (rel)-(S)-4-(3-hydroxy-3-(methoxymethyl) pent-1-yn-1-yl)-2-methylbenzoate